N1N=C(C=C1)OC=1N(C2=C(C=NC(=C2)C2=NNC=N2)N1)[C@H]1C[C@H](CCC1)NC(=O)C=1SC(=CN1)Cl N-((1S,3R)-3-(2-((1H-pyrazol-3-yl)oxy)-6-(1H-1,2,4-triazol-3-yl)-1H-imidazo[4,5-c]pyridin-1-yl)cyclohexyl)-5-chlorothiazole-2-carboxamide